COC1=C(C(=CC=C1)OC)N1C(=NN=C1C=1C=NC=C(C1)C)C(=O)NS(=O)(=O)CC1=NC=CC=N1 4-(2,6-Dimethoxyphenyl)-5-(5-methylpyridin-3-yl)-N-((pyrimidin-2-ylmethyl)sulfonyl)-4H-1,2,4-triazole-3-carboxamide